2-(1-(4-((4-fluorophenyl)amino)-5-oxo-5,6-dihydropyrimido[4,5-d]pyridazin-2-yl)piperidin-4-yl)acetonitrile FC1=CC=C(C=C1)NC1=NC(=NC=2C=NNC(C21)=O)N2CCC(CC2)CC#N